tert-butyl (2-((1-(but-3-yn-1-ylsulfonyl)piperidin-4-yl)amino)-8-cyclopentyl-7-oxo-7,8-dihydropyrido[2,3-d]pyrimidin-6-yl)carbamate C(CC#C)S(=O)(=O)N1CCC(CC1)NC=1N=CC2=C(N1)N(C(C(=C2)NC(OC(C)(C)C)=O)=O)C2CCCC2